N-Cbz-L-aspartic anhydride C1[C@@H](C(=O)OC1=O)NC(=O)OCC2=CC=CC=C2